F[P-](F)(F)(F)(F)F.C(CCCCCCCCC)N1C(N(C=C1)C)C 1-decyl-2,3-dimethylimidazole hexafluorophosphate salt